C(CCCCCCC\C=C/C\C=C/CCCCC)(=O)O[C@@H](C=O)[C@@H](OC(CCCCCCC\C=C/C\C=C/CCCCC)=O)[C@H](OC(CCCCCCC\C=C/C\C=C/CCCCC)=O)COC(CCCCCCC\C=C/C\C=C/CCCCC)=O xylose tetralinoleate